NCC1=NNC(C2=CC=C(C=C12)C=1C=C(C=NC1)C1=C(C=C(C#N)C=C1)C#N)=O 4-(5-(4-(aminomethyl)-1-oxo-1,2-dihydro-phthalazin-6-yl)pyridin-3-yl)isophthalonitrile